The molecule is 3-Isopropylimino-3,5-dihydro-phenazine in which the hydrogen at position 5 is substituted substituted by a 4-chlorophenyl group, and that at position 2 is substituted by a (4-chlorophenyl)amino group. A dark red crystalline solid, clofazimine is an antimycobacterial and is one of the main drugs used for the treatment of multi-bacillary leprosy. However, it can cause red/brown discolouration of the skin, so other treatments are often preferred in light-skinned patients. It has a role as a leprostatic drug, a non-steroidal anti-inflammatory drug and a dye. It is a member of phenazines and a member of monochlorobenzenes. CC(C)N=C1C=C2C(=NC3=CC=CC=C3N2C4=CC=C(C=C4)Cl)C=C1NC5=CC=C(C=C5)Cl